(+-)-N-(9-(3-oxa-9-azaspiro[5.5]undecan-9-yl)-5,6-dihydro-4H-benzo[f]imidazo[1,2-a]azepin-4-yl)-1-(2,6-dichlorobenzyl)-1H-1,2,4-triazole-3-carboxamide C1COCCC12CCN(CC2)C2=CC1=C(CC[C@H](C=3N1C=CN3)NC(=O)C3=NN(C=N3)CC3=C(C=CC=C3Cl)Cl)C=C2 |r|